C(C)(C)(C)[SiH](C)C t-butyldimethyl-silane